O1C(CCCC1)N1N=C(C=2C1=NC(=CN2)N2CCC1(C(CCO1)NC(OCC1=CC=CC=C1)=O)CC2)SC=2C(=NC=CC2)C(F)(F)F benzyl (8-(1-(tetrahydro-2H-pyran-2-yl)-3-((2-(trifluoromethyl)pyridin-3-yl)thio)-1H-pyrazolo[3,4-b]pyrazin-6-yl)-1-oxa-8-azaspiro[4.5]decan-4-yl)carbamate